tert-butyl 5-((2'-(6-(4-(2-methoxyethyl)piperazin-1-yl)-1H-pyrrolo[3,4-c]pyridin-2(3H)-yl)-[2,4'-bipyrimidin]-4-yl)ethynyl)-1H-indazole-1-carboxylate COCCN1CCN(CC1)C1=CC2=C(C=N1)CN(C2)C2=NC=CC(=N2)C2=NC=CC(=N2)C#CC=2C=C1C=NN(C1=CC2)C(=O)OC(C)(C)C